BrC1=C(C(=C(C=C1)CC#N)F)OC 2-(4-bromo-2-fluoro-3-methoxyphenyl)acetonitrile